5-bromo-6-methyl-4-oxo-1,4-dihydropyridine-3-carboxylic acid BrC=1C(C(=CNC1C)C(=O)O)=O